[Si].[La] Lanthanum-silicon